benzyl 7-(dimethoxymethyl)-2-azaspiro[3.5]nonane-2-carboxylate COC(C1CCC2(CN(C2)C(=O)OCC2=CC=CC=C2)CC1)OC